[Cl-].C(CCCCCCCCC)[N+](C(C1=CC=CC=C1)CC)(C)C decyl-dimethyl-(ethyl-benzyl)ammonium chloride